O1C=CC=2C(=NC=CC21)C2=CC=C(C(=O)NC13CCC(CC1)(CC3)O)C=C2 4-(furo[3,2-c]pyridin-4-yl)-N-(4-hydroxybicyclo[2.2.2]octan-1-yl)benzamide